FC1=C(OC2=CC=C(C=C2)C=2N=C(N3C2C(=NC=C3)CF)[C@H]3CN(CC3)C(C#CC)=O)C=CC=C1OC (R)-1-(3-(1-(4-(2-fluoro-3-methoxyphenoxy)phenyl)-8-(fluoromethyl)imidazo[1,5-a]pyrazin-3-yl)pyrrolidin-1-yl)but-2-yn-1-one